2-(tert-butoxycarbonyl)-2-azabicyclo[2.2.2]octan-5-yl 2-(3,5-dichlorophenyl)benzo[d]oxazole-6-carboxylate ClC=1C=C(C=C(C1)Cl)C=1OC2=C(N1)C=CC(=C2)C(=O)OC2C1CN(C(C2)CC1)C(=O)OC(C)(C)C